C(#N)[C@@H](C[C@H]1C(NCCC1)=O)NC(=O)[C@H]1N([C@@H]2CC([C@H]1CC2)(F)F)C([C@@H](CC2CC2)NC=2C=NN(C2)C)=O (1S,3S,4S)-N-((R)-1-cyano-2-((S)-2-oxopiperidin-3-yl)ethyl)-2-((R)-3-cyclopropyl-2-((1-methyl-1H-pyrazol-4-yl)amino)propanoyl)-5,5-difluoro-2-azabicyclo[2.2.2]octane-3-carboxamide